COC=1C=C(C=CC1C=1N=NC(=CC1)OC1CC(NC(C1)(C)C)(C)C)O 3-methoxy-4-{6-[(2,2,6,6-tetramethylpiperidin-4-yl)oxy]pyridazin-3-yl}phenol